N1=CC=C(C=C1)NC=1C=CC=NC1 5-(pyridin-4-ylamino)pyridin